Bis(6-oxo-6-(pentadecan-7-yloxy)hexyl) 2-((3-(dimethylamino)-butanoyl)oxy)succinate CN(C(CC(=O)OC(C(=O)OCCCCCC(OC(CCCCCC)CCCCCCCC)=O)CC(=O)OCCCCCC(OC(CCCCCC)CCCCCCCC)=O)C)C